C(C)(C)(C)OC(=O)N1[C@H](C=2C(CC1)=NN(C2N2C(NC=C2)OS(=O)(=O)O)C2=CC(=C(C=C2)F)C2CC2)C (S)-2-(3-cyclopropyl-4-fluorophenyl)-4-methyl-3-(2-sulfoxy-2,3-dihydro-1H-imidazol-1-yl)-2,4,6,7-tetrahydro-5H-pyrazolo[4,3-c]pyridine-5-carboxylic acid tert-butyl ester